(S)-ethyl 8-(2-amino-6-((R)-1-(5-chloro-4'-fluoro-3'-methyl-[1,1'-biphenyl]-2-yl)-2,2,2-trifluoroethoxy)pyrimidin-4-yl)-2,8-diazaspiro[4.5]decane-3-carboxylate NC1=NC(=CC(=N1)N1CCC2(C[C@H](NC2)C(=O)OCC)CC1)O[C@@H](C(F)(F)F)C1=C(C=C(C=C1)Cl)C1=CC(=C(C=C1)F)C